4-[4,4-dimethyl-3-[(6-methylpyridin-3-yl)methyl]-5-oxo-2-thioxo-imidazolidin-1-yl]-3-fluoro-2-methylthio-benzonitrile CC1(N(C(N(C1=O)C1=C(C(=C(C#N)C=C1)SC)F)=S)CC=1C=NC(=CC1)C)C